C(N)(OCC1=C(C=C(C=C1F)F)F)=O (2,4,6-trifluorobenzyl) carbamate